2-(3-(3',6-difluoro-4'-methyl-[1,1'-biphenyl]-3-yl)-4-(4-sulfamoylbenzyl)-1H-pyrazol-1-yl)thiazole-4-carboxylic acid FC=1C=C(C=CC1C)C1=CC(=CC=C1F)C1=NN(C=C1CC1=CC=C(C=C1)S(N)(=O)=O)C=1SC=C(N1)C(=O)O